4-cyclopropyl-5-(4,4,5,5-tetramethyl-1,3,2-dioxaborolan-2-yl)thiazole C1(CC1)C=1N=CSC1B1OC(C(O1)(C)C)(C)C